C(C)(C)(C)OC(=O)N1C[C@@H]([C@@H](CC1)O)C1=CC=C(C=C1)C(=O)OC |r| (±)-rel-(3S,4R)-4-hydroxy-3-(4-(methoxycarbonyl)phenyl)piperidine-1-carboxylic acid tert-butyl ester